ClC1=C(C(=CC=C1)Cl)COC=1C=NC(=NC1)N1CC(OCC1)CN (4-{5-[(2,6-dichlorophenyl)methoxy]pyrimidin-2-yl}morpholin-2-yl)methanamine